hydroxyethylbenzyltrimethyldimethylammonium butoxide [O-]CCCC.OCC[N+](C(C)(C)C)(C)CC1=CC=CC=C1